ClC1=CC(=CS1)C(=O)N[C@@H](C)C1=NC=NN1C1=NC=C(C=C1)N=S(=O)(C)C (S)-5-chloro-N-(1-(1-(5-((dimethyl(oxo)-λ6-sulfaneylidene)amino)pyridin-2-yl)-1H-1,2,4-triazol-5-yl)ethyl)thiophene-3-carboxamide